[C@H]12CN(C[C@H](CC1)N2)C=2C1=C(N=C(N2)OCC23CCCN3CC(C2)F)C(=C(N=C1)C1=C(C=CC=C1OC(F)(F)F)O)F 2-(4-((1R,5S)-3,8-diazabicyclo[3.2.1]octan-3-yl)-8-fluoro-2-((2-fluorotetrahydro-1H-pyrrolizin-7a(5H)-yl)methoxy)pyrido[4,3-d]pyrimidin-7-yl)-3-(trifluoromethoxy)phenol